CN(C(/C=C/CC[C@H](C(=O)NC=1C(N(C=CC1)CC=1NC2=C(C=CC=C2C1)CC(C)C)=O)CN(C([O-])=O)C)=O)C (S,E)-7-(Dimethylamino)-1-((1-((7-isobutyl-1H-indol-2-yl)methyl)-2-oxo-1,2-dihydropyridin-3-yl)amino)-1,7-dioxohept-5-en-2-yl-dimethylcarbamat